ClC=1C=C(C=CC1C(F)(F)F)N1C=NN(C1=O)CC1=CC(=C(OC(C(=O)O)(C)C)C(=C1)C)C 4-((4-(3-Chloro-4-(trifluoromethyl)phenyl)-5-oxo-4,5-dihydro-1H-1,2,4-triazol-1-yl)methyl)-2,6-dimethylphenoxy-2-methylpropionic acid